O([C@H]1[C@H](O)[C@@H](O)[C@H](O)[C@H](O1)CO)CCCCCCCC octyl β-D-Glucopyranoside